methyl 2-(4-((tert-butyldimethylsilyl)oxy)phenyl)acetate [Si](C)(C)(C(C)(C)C)OC1=CC=C(C=C1)CC(=O)OC